N-(4-((6S,7S)-7-cyclopropylmethyl-8-methyl-3-(tetrahydro-2H-pyran-2-yl)-6,7,8,9-tetrahydro-3H-pyrazolo[3,4-h]isoquinolin-6-yl)-3,5-difluorophenyl)-1-(3-fluoropropyl)azetidin-3-amine C1(CC1)C[C@@H]1N(CC=2C3=C(C=CC2[C@H]1C1=C(C=C(C=C1F)NC1CN(C1)CCCF)F)N(N=C3)C3OCCCC3)C